C(C)OC(\C=C\CC)=O (E)-pent-2-enoic acid ethyl ester